O1C(=NC2=C1C=CC=C2)N2CCN(CC2)C(=O)C2=NOC(=C2C#N)C2=C(C(=C(C(=C2)F)F)O)F 3-(4-(benzo[d]oxazol-2-yl)piperazine-1-carbonyl)-5-(2,4,5-trifluoro-3-hydroxyphenyl)isoxazole-4-carbonitrile